FC=1C=CC(=C(C1)NC(=O)[C@@H]1[C@H]2CCO[C@@H]12)OC |o1:10,11,15| rel-(1R,5R,6R)-N-(5-fluoro-2-methoxyphenyl)-2-oxabicyclo[3.1.0]hexane-6-carboxamide